4-(((1r,4r)-4-(4-(2-(2-(2-(2-((2-(2,6-dioxopiperidin-3-yl)-1,3-dioxoisoindolin-5-yl)oxy)ethoxy)ethoxy)ethoxy)ethyl)piperazin-1-yl)cyclohexyl)amino)quinazoline-6-carbonitrile O=C1NC(CCC1N1C(C2=CC=C(C=C2C1=O)OCCOCCOCCOCCN1CCN(CC1)C1CCC(CC1)NC1=NC=NC2=CC=C(C=C12)C#N)=O)=O